(S)-N-(3-(2-(((S)-1-hydroxypropan-2-yl)amino)-6-morpholinopyridin-4-yl)-4-methylphenyl)-3-(2,2,2-trifluoroethyl)pyrrolidine-1-carboxamide OC[C@H](C)NC1=NC(=CC(=C1)C=1C=C(C=CC1C)NC(=O)N1C[C@@H](CC1)CC(F)(F)F)N1CCOCC1